O=C1C=2N(C3=C(N1)C=C(N=C3)C(=O)OC)C=CC2 methyl 6-oxo-5,6-dihydropyrido[4,3-e]pyrrolo[1,2-a]pyrazine-3-carboxylate